ClC1=C(C(=NC(=N1)C1=NC=CC=C1)NC1=CC=C(C=C1)Cl)C(F)(F)F 6-chloro-N-(4-chlorophenyl)-2-(2-pyridyl)-5-(trifluoromethyl)-4-pyrimidinamine